[Cl-].[Mn+2].C(C)C1=C(C(=C(C(=C1)OC)O)C=N)C=N.[Cl-] Ethyl-bis(iminomethyl)guaiacol manganese chloride